3-(7-bromo-6,8-difluoro-2-(methylthio)quinazolin-4-yl)-3,8-diazabicyclo[3.2.1]octane-8-carboxylate BrC1=C(C=C2C(=NC(=NC2=C1F)SC)N1CC2CCC(C1)N2C(=O)[O-])F